7-chloro-8-cyclopropyl-9-methyl-4H-pyrimido[1,2-b]Pyridazin-4-one ClC=1C(=C(C=2N(N1)C(C=CN2)=O)C)C2CC2